O1CCN(CC1)CCOC(=O)[C@@H]1CN(CCC1)C([C@@H](C)OC1=CC=C2C(=CC(OC2=C1)=O)C1=C(C=C(C=C1)F)Cl)=O (3S)-1-[(2R)-2-[4-(2-chloro-4-fluoro-phenyl)-2-oxo-chromen-7-yl]oxypropionyl]piperidine-3-carboxylic acid 2-morpholinoethyl ester